(1-methylethylidene)bis(2-methylphenol) CC(C)(C=1C(=C(C=CC1)O)C)C=1C(=C(C=CC1)O)C